propenyl-biphenol sodium 2,4,6-trichlorobenzoate ClC1=C(C(=O)[O-])C(=CC(=C1)Cl)Cl.[Na+].C(=CC)C1=C(C(=CC=C1)O)C=1C(=CC=CC1)O